1-methyl-3-(thiazol-4-yl)-1H-pyrazole-5-carboxamide CN1N=C(C=C1C(=O)N)C=1N=CSC1